(1R,2S,5R)-1-Amino-5-(2-boronoethyl)-2-(((S)-2,5-diamino-5-oxopentanamido)methyl)cyclohexane-1-carboxylic acid dihydrochloride Cl.Cl.N[C@]1([C@@H](CC[C@H](C1)CCB(O)O)CNC([C@H](CCC(=O)N)N)=O)C(=O)O